FC(C1=C(C(=C(C=C1)[C@H]1[C@@H](O[C@@]([C@H]1C)(C(F)(F)F)C)C(=O)NC1=CC(=NC=C1)C(=O)N)OC)F)F (2R,3S,4S,5S)-4-[[3-[4-(difluoromethyl)-3-fluoro-2-methoxy-phenyl]-4,5-dimethyl-5-(trifluoromethyl)tetrahydrofuran-2-carbonyl]amino]pyridine-2-carboxamide